(+)-(3Z)-5-methyl-3-heptanone oxime CC(C\C(\CC)=N/O)CC